[Te](F)(F)(F)F tellurium(IV) tetrafluoride